C(C)(C)(C)C1CCC(CC1)NCC 2-(4-tert-Butylcyclohexyl)aminoethan